1,3-dimethyl-4-(2-nitrovinyl)pyrazole CN1N=C(C(=C1)C=C[N+](=O)[O-])C